4-((2-cyanophenyl)thio)-6-(1-(4-(dimethylamino)cyclohex-yl)-5-methyl-1H-pyrazol-4-yl)pyrazolo[1,5-a]pyridine-3-carbonitrile C(#N)C1=C(C=CC=C1)SC=1C=2N(C=C(C1)C=1C=NN(C1C)C1CCC(CC1)N(C)C)N=CC2C#N